2-bromo-1-(pyridine-3-yl)ethan-1-one HBr salt Br.BrCC(=O)C=1C=NC=CC1